O=C1C=C(N=C2N1C=CC=C2)C(=O)NCC=2N=C1N(C=C(C=C1)CN1CC(CC1)C1=CC=CC=C1)C2 4-oxo-N-((6-[(3-phenylpyrrolidin-1-yl)methyl]imidazo[1,2-a]pyridin-2-yl)methyl)-4H-pyrido[1,2-a]pyrimidine-2-carboxamide